N-tert-Butylsulfonyl-4-[4-[[4-(3-ethoxyphenyl)thiophen-2-yl]methyl]piperazin-1-yl]benzamide C(C)(C)(C)S(=O)(=O)NC(C1=CC=C(C=C1)N1CCN(CC1)CC=1SC=C(C1)C1=CC(=CC=C1)OCC)=O